(R)-2-(3-(4-amino-2-oxo-3-(4-phenoxyphenyl)-2,3-dihydro-1H-imidazo[4,5-c]pyridin-1-yl)piperidine-1-carbonyl)-4-methyl-4-(3-oxopiperazin-1-yl)pent-2-enenitrile NC1=NC=CC2=C1N(C(N2[C@H]2CN(CCC2)C(=O)C(C#N)=CC(C)(N2CC(NCC2)=O)C)=O)C2=CC=C(C=C2)OC2=CC=CC=C2